CC(C)CCC 2-METHYLPENTANE